ClC1=NC(=CC(=C1)C=1C=C(C=CC1C)NC(=O)N1C[C@@H](CC1)CC(F)(F)F)NC[C@@H](C)O (3S)-N-[3-(2-chloro-6-[[(2R)-2-hydroxypropyl]amino]pyridin-4-yl)-4-methylphenyl]-3-(2,2,2-trifluoroethyl)pyrrolidine-1-carboxamide